(RS)-p-Mentha-1,8-dien-7-al C1(=CC[C@@H](CC1)C(=C)C)C=O |r|